1,8-dimethyl-5-[[rac-(1R)-1-[3-(trifluoromethyl)phenyl]ethyl]amino]pyrido[2,3-d]pyridazine-2-one CN1C(C=CC=2C1=C(N=NC2N[C@H](C)C2=CC(=CC=C2)C(F)(F)F)C)=O |r|